C(C1=CC=CC=C1)OC1=NC=CC=C1C1=CCCN(C1)C1=NC(=NC=C1F)Cl 4-[5-(2-benzyloxy-3-pyridyl)-3,6-dihydro-2H-pyridin-1-yl]-2-chloro-5-fluoro-pyrimidine